2-(4-methoxyphenyl)-5-((3s)-1-((tetrahydro-2H-pyran-2-yl)methyl)piperidin-3-yl)-2,4-dihydro-3H-1,2,4-triazol-3-one COC1=CC=C(C=C1)N1N=C(NC1=O)[C@@H]1CN(CCC1)CC1OCCCC1